(5R)-5-(aminomethyl)-N-(3-fluorophenyl)-N-methyl-5,6,7,8-tetrahydronaphthalen-2-amine NC[C@H]1C=2C=CC(=CC2CCC1)N(C)C1=CC(=CC=C1)F